4-(quinolin-4-ylamino)piperidine-1-carboxylic acid tert-butyl ester C(C)(C)(C)OC(=O)N1CCC(CC1)NC1=CC=NC2=CC=CC=C12